CN1CC2(CC3(OC4=C(C3)C=C(C=C4)C4NC[C@H](CC4)C)C2)C1 1-methyl-5''-((5S)-5-methylpiperidin-2-yl)-3''H-dispiro[azetidine-3,1'-cyclobutane-3',2''-benzofuran]